N12CCC(C(CC1)CC2)OC(NC(C)(C)C2=CC(=CC=C2)C2=NC=C(C=C2)OCCOC)=O 2-(3-(5-(2-methoxyethoxy)pyridin-2-yl)phenyl)propan-2-ylcarbamic acid 1-azabicyclo[3.2.2]non-4-yl ester